((3-(1-(5-chloro-3-fluoropyridin-2-yl)piperidin-4-yl)-1H-pyrazol-1-yl)sulfonyl)-N,N-dimethylbenzenesulfonamide ClC=1C=C(C(=NC1)N1CCC(CC1)C1=NN(C=C1)S(=O)(=O)C1=C(C=CC=C1)S(=O)(=O)N(C)C)F